[Br-].C(C)OC(C[N+](CC)(CC)CC)=O 2-ethoxy-N,N,N-triethyl-2-oxoethanaminium bromide